OC(COC=1C(=O)O[C@@H](C1OCCCCCCCCCCCCCCCC)[C@@H](O)CO)(C)C 2-O-(2-hydroxyisobutyl)-3-O-hexadecyl-ascorbic acid